5'-(2-(((1r,4r)-4-aminocyclohexyl)amino)-1-phenylethyl)-2',4'-dichloro-6-fluoro-5-(2-methoxyethoxy)-[1,1'-biphenyl]-2-carboxamide NC1CCC(CC1)NCC(C1=CC=CC=C1)C=1C(=CC(=C(C1)C=1C(=CC=C(C1F)OCCOC)C(=O)N)Cl)Cl